pentan-2-one CC(CCC)=O